2-[2,5-difluoro-4-[5-fluoro-6-[(2-methoxycarbonylisoindolin-5-yl)methoxy]-2-pyridyl]phenyl]acetic acid FC1=C(C=C(C(=C1)C1=NC(=C(C=C1)F)OCC=1C=C2CN(CC2=CC1)C(=O)OC)F)CC(=O)O